C(#N)[C@H](C[C@H]1C(NCC1)=O)NC([C@H](CC(C)C)NS(=O)(=O)C1=CC2=CC=CC=C2C=C1)=O (2S)-N-[(1S)-1-cyano-2-[(3S)-2-oxopyrrolidin-3-yl]ethyl]-4-methyl-2-(2-naphthylsulfonylamino)pentanamide